FC1=CC=C(C=C1)/C=C/C(=O)C=1N(C=CC1)C (E)-3-(4-fluorophenyl)-1-(N-methyl-pyrrol-2-yl)prop-2-en-1-one